NC1=CC(=C(C=C1)C=1C=NN(C1)C(=O)O)C[S@](=O)C |r| (±)-4-(4-amino-2-((methylsulfinyl)methyl)phenyl)-1H-pyrazole-1-carboxylic acid